3-(3,4,5-trimethoxyphenyl)-4,5-dihydro-1H-pyridazin-6-one COC=1C=C(C=C(C1OC)OC)C1=NNC(CC1)=O